FC=1C=C(C=NC1)C=1C=C2C(=C(C=NC2=CC1)C(=O)NCCC(C)(C)O)NC(C)C 6-(5-fluoropyridin-3-yl)-N-(3-hydroxy-3-methylbutyl)-4-(isopropylamino)quinoline-3-carboxamide